4-(2-cyano-5-isobutyl-4-methylphenyl)piperazine-1-carboxylic acid tert-butyl ester C(C)(C)(C)OC(=O)N1CCN(CC1)C1=C(C=C(C(=C1)CC(C)C)C)C#N